3-(indolin-1-ylmethyl)-1-(1-(cis-4-isopropylcyclohexyl)piperidin-4-yl)-1H-indole N1(CCC2=CC=CC=C12)CC1=CN(C2=CC=CC=C12)C1CCN(CC1)[C@@H]1CC[C@@H](CC1)C(C)C